2-(methoxymethyl)-N-(1-(8-((3-methyl-4-((1-methyl-1H-benzo[d][1,2,3]triazol-5-yl)oxy)phenyl)amino)pyrimido[5,4-d]pyrimidin-2-yl)piperidin-4-yl)acrylamide COCC(C(=O)NC1CCN(CC1)C=1N=CC2=C(N1)C(=NC=N2)NC2=CC(=C(C=C2)OC2=CC1=C(N(N=N1)C)C=C2)C)=C